coronen C1=CC2=CC=C3C=CC4=CC=C5C=CC6=CC=C1C1=C6C5=C4C3=C21